Cl.C(C1=CC=CC=C1)OC1=C2C[C@H](NCC2=CC=C1OC)C(=O)OC Methyl (S)-5-(benzyloxy)-6-methoxy-1,2,3,4-tetrahydroisoquinoline-3-carboxylate hydrochloride